butyl-PeroxycyclohexaneN C(CCC)OOC1=CCCCC1